BrCCCOC1=CC=CC=C1 3-bromopropoxybenzene